2-fluoro-N-(((1S,4aS,4bR,6aR,8R,10aS,10bR,12aS)-8-hydroxy-8,12a-dimethyloctadecahydrochrysen-1-yl)methyl)benzamide FC1=C(C(=O)NC[C@H]2CCC[C@H]3[C@@H]4CC[C@@H]5C[C@](CC[C@@H]5[C@H]4CC[C@]23C)(C)O)C=CC=C1